11-[[2-(2,6-dioxopiperidin-3-yl)-1,3-dioxoisoindol-4-yl]amino]undecanoic acid O=C1NC(CCC1N1C(C2=CC=CC(=C2C1=O)NCCCCCCCCCCC(=O)O)=O)=O